OC=1C=CC2=C(C1)OC(C=1C2N2N(CC1)CN(C2)C2=CC=C(C=C2)C(=O)N2CCOCC2)(C)C 10-Hydroxy-7,7-dimethyl-2-(4-(morpholine-4-carbonyl)phenyl)-5,12b-dihydro-1H,7H-chromeno[4,3-c][1,2,4]triazolo[1,2-a]Pyridazine